(2S)-2-Methyl-2-(4-methylpent-3-enyl)-7-propylchromen-5-ol C[C@]1(OC=2C=C(C=C(C2C=C1)O)CCC)CCC=C(C)C